4-amino-N-cyclopropyl-2-(difluoromethoxy)-6-methoxy-benzamide NC1=CC(=C(C(=O)NC2CC2)C(=C1)OC)OC(F)F